ClC1=NC(=C2N=CN(C2=N1)CC(C1=NC=CC=C1)=O)N1N=C(C=C1)C(=O)NC=1C=C(C=CC1)C 1-(2-chloro-9-(2-oxo-2-(pyridin-2-yl)ethyl)-9H-purin-6-yl)-N-(m-tolyl)-1H-pyrazole-3-carboxamide